4-(5-(3,10-dimethyl-2,3,4,4a,5,6-hexahydro-1H-pyrazino[1,2-a]quinolin-8-yl)-1-(phenylsulfonyl)-1H-pyrrolo[2,3-b]pyridin-3-yl)-N-((R)-2-hydroxypropyl)-N-methylbenzamide CN1CC2N(C3=C(C=C(C=C3CC2)C=2C=C3C(=NC2)N(C=C3C3=CC=C(C(=O)N(C)C[C@@H](C)O)C=C3)S(=O)(=O)C3=CC=CC=C3)C)CC1